3-amino-4-(cyclohexylamino)-N-(2-(piperazin-1-yl)ethyl)benzenesulfonamide tert-butyl-3-((4-aminobenzyl)oxy)azetidine-1-carboxylate C(C)(C)(C)OC(=O)N1CC(C1)OCC1=CC=C(C=C1)N.NC=1C=C(C=CC1NC1CCCCC1)S(=O)(=O)NCCN1CCNCC1